3-(5-((7-(4,4-difluoropiperidin-1-yl)heptyl)amino)benzofuran-3-yl)piperidine-2,6-dione FC1(CCN(CC1)CCCCCCCNC=1C=CC2=C(C(=CO2)C2C(NC(CC2)=O)=O)C1)F